ethyl 4-(4-(hydroxymethyl)phenyl)-2-(perfluoroethyl)imidazo[1',2':1,6]pyrido[2,3-d]pyrimidine-8-carboxylate OCC1=CC=C(C=C1)C=1C2=C(N=C(N1)C(C(F)(F)F)(F)F)N1C(C=C2)=NC(=C1)C(=O)OCC